FCC(CC1=CC=CC=C1)[N+]1=NOC(=C1)[N-]C(NC1=CC(=CC=C1)C(F)(F)F)=O (3-(1-fluoro-3-phenylpropan-2-yl)-1,2,3-oxadiazol-3-ium-5-yl)((3-(trifluoromethyl)phenyl)carbamoyl)amide